trihexyl-(tetradecyl)phosphorus hydroxide C(CCCCC)P(CCCCCCCCCCCCCC)(CCCCCC)(CCCCCC)O